1H-benzo[d]imidazole-2,5-diamine N1C(=NC2=C1C=CC(=C2)N)N